ethyl 2-ethyl-4-(4-nitrophenyl)-5-oxo-1,4,5,7-tetrahydrofuro[3,4-b]pyridin-3-carboxylate C(C)C1=C(C(C2=C(N1)COC2=O)C2=CC=C(C=C2)[N+](=O)[O-])C(=O)OCC